N-hydroxy-2-(4-(trifluoromethyl)phenyl)acetimidamide ONC(CC1=CC=C(C=C1)C(F)(F)F)=N